C(C)(C)(C)OC(=O)N1CC(C(CC1)C=1C=C2C(=C(N(C2=CC1)C(=O)OC(C)(C)C)C1=CC(=NC=C1)NC(=O)OC(C)(C)C)CC)O tert-butyl 5-(1-(tert-butoxycarbonyl)-3-hydroxypiperidin-4-yl)-2-(2-((tert-butoxycarbonyl) amino) pyridin-4-yl)-3-ethyl-1H-indole-1-carboxylate